ClC1=C(C(=O)NC(C(=O)N\N=C\[C@]2([C@@H](N3C(C[C@H]3S2(=O)=O)=O)C(=O)O)C)CO)C=CC(=C1O)O (2S,3R,5R)-3-((E)-(2-(2-(2-chloro-3,4-dihydroxybenzoylamino)-3-hydroxypropionyl)hydrazono)methyl)-3-methyl-7-oxo-4-thia-1-azabicyclo[3.2.0]heptane-2-carboxylic acid 4,4-dioxide